2-(2-hydroxy-2-methylpropyl)-1,3-thiazole-5-sulfonyl chloride OC(CC=1SC(=CN1)S(=O)(=O)Cl)(C)C